CN(C1=C(C=CC=C1)[N+](=O)[O-])C dimethyl-o-nitroaniline